((dimethylamino)cyclopropyl)methanol CN(C)C1(CC1)CO